CC1(CCC1)CC(C(N[C@H](C=O)C[C@H]1C(NCC1)=O)=O)NC(OC(C(F)(F)C1=CC(=CC=C1)Cl)C1=CC=CC=C1)=O 2-(3-chlorophenyl)-2,2-difluoro-1-phenylethyl (3-(1-methylcyclobutyl)-1-oxo-1-(((S)-1-oxo-3-((S)-2-oxopyrrolidin-3-yl)propan-2-yl)amino)propan-2-yl)carbamate